3-[4-[3-[2-(4-Methylpiperazin-1-yl)phenyl]-3-oxoprop-1-enyl]phenyl]prop-2-enoic acid CN1CCN(CC1)C1=C(C=CC=C1)C(C=CC1=CC=C(C=C1)C=CC(=O)O)=O